1-(2-(3,6-Bis(3,4-dichlorophenylamino)-9H-carbazol-9-yl)ethyl)guanidine ClC=1C=C(C=CC1Cl)NC=1C=CC=2N(C3=CC=C(C=C3C2C1)NC1=CC(=C(C=C1)Cl)Cl)CCNC(=N)N